NC1=CC=CC(=N1)S(=O)(=O)NC(=O)C=1C(=NC(=CC1)OCC)OC1=C(C=C(C=C1C)C)C N-[(6-Amino-2-pyridyl)sulfonyl]-6-ethoxy-2-(2,4,6-trimethylphenoxy)pyridin-3-carboxamid